3-(4-(5-(4-((3-benzyl-9-methyl-4H,6H-Thieno[2,3-e][1,2,4]triazolo[3,4-c][1,4]oxazepin-2-yl)ethynyl)-1H-pyrazole-1-yl)pent-1-yn-1-yl)-1-oxoisoindoline-2-yl)piperidine-2,6-dione C(C1=CC=CC=C1)C1=C(SC=2N3C(COCC21)=NN=C3C)C#CC=3C=NN(C3)CCCC#CC3=C2CN(C(C2=CC=C3)=O)C3C(NC(CC3)=O)=O